tert-butyl [(2-{6-[(4R)-4-(fluoromethyl)-2-oxo-1,3-oxazolidin-3-yl]pyridin-2-yl}-6-[(2R)-2-methylpyrrolidin-1-yl]-1-oxo-2,3-dihydro-1H-pyrrolo[3,4-c]pyridin-4-yl)methyl]carbamate FC[C@@H]1N(C(OC1)=O)C1=CC=CC(=N1)N1CC=2C(=NC(=CC2C1=O)N1[C@@H](CCC1)C)CNC(OC(C)(C)C)=O